4,4'-diglycidyl-biphenyl tert-butyl-2-(6-formyl-7-fluoroquinazolin-1-yl)-2,7-diazaspiro[3.5]nonane-7-carboxylate C(C)(C)(C)OC(=O)N1CCC2(CN(C2)N2CN=CC3=CC(=C(C=C23)F)C=O)CC1.C(C1CO1)C1=CC=C(C=C1)C1=CC=C(C=C1)CC1CO1